FC1=C(C=CC=C1)[C@H](C)C1=CC=CC2=C1NC(=NS2(=O)=O)NCC2=NC=CC=C2Cl (R)-5-(1-(2-fluorophenyl)ethyl)-3-(((3-chloropyridin-2-yl)methyl)amino)-4H-benzo[e][1,2,4]thiadiazine 1,1-dioxide